(2-(3-(pyridin-4-yl)phenyl)-1,6-naphthyridin-7-yl)methanamine N1=CC=C(C=C1)C=1C=C(C=CC1)C1=NC2=CC(=NC=C2C=C1)CN